IC1=NN(C2=C1N=C(N=C2)NC2CCN(CC2)C(C)=O)COCC[Si](C)(C)C (4-((3-iodo-1-((2-(trimethylsilyl)ethoxy)methyl)-1H-pyrazolo[4,3-d]pyrimidin-5-yl)amino)piperidin-1-yl)ethan-1-one